ClC=1C(=CC2=C3N(N=C2C1)CCOC3)[N+](=O)[O-] 8-chloro-9-nitro-3,4-dihydro-1H-[1,4]oxazino[4,3-b]indazole